[F-].C(C)(C)(CC)O tert-amyl alcohol fluoride